CC1=CC2=C(N=C(N=C2)NC2=C(C=C(C=C2)N2CCN(CC2)C)NC(C=C)=O)C(=N1)NCC(C)(C)C N-(2-((6-methyl-8-(neopentylamino)pyrido[3,4-d]pyrimidin-2-yl)amino)-5-(4-methylpiperazin-1-yl)phenyl)acrylamide